BrC1=C(C=C(C=C1)N1CCN(CC1)C(=O)OC(C)(C)C)OC(F)F Tert-butyl 4-[4-bromo-3-(difluoromethoxy)phenyl]piperazine-1-carboxylate